5-Chloro-thiophene-2-sulfonic acid [2-(2-amino-pyridine-4-carbonyl)-5-chloro-pyridin-3-yl]-amide NC1=NC=CC(=C1)C(=O)C1=NC=C(C=C1NS(=O)(=O)C=1SC(=CC1)Cl)Cl